Cl.Cl.FC1=C(C=CC(=C1)F)CC1=CC2=C(C=N1)C(CN2C(CN2[C@H](CN[C@@H](C2)C)CN2N=CC=CC2=O)=O)(C)C 2-{[(2R,5R)-1-(2-{6-[(2,4-Difluorophenyl)methyl]-3,3-dimethyl-1H,2H,3H-pyrrolo[3,2-c]pyridin-1-yl}-2-oxoethyl)-5-methylpiperazin-2-yl]methyl}-2,3-dihydropyridazin-3-one dihydrochloride